F[B-](F)(F)F.[Cu+2].N1=C(C=CC=C1)C1=NC=CC=C1.F[B-](F)(F)F bipyridyl copper tetrafluoroborate